C(=C)(C)C=1C=CC(=NC1)N 5-isopropenylpyridin-2-amine